FC=1C=CC2=C(C(=C(O2)[C@H](C)N)C)C1 (S)-1-(5-fluoro-3-methylbenzofuran-2-yl)ethan-1-amine